(1E)-1,3-dichloroprop-1-ene Cl\C=C\CCl